(5R)-5-hydroxy-4-benzyl-dihydrofuran-2(3H)-one O[C@H]1C(CC(O1)=O)CC1=CC=CC=C1